(2R,4R)-N1-(4-chlorophenyl)-N2-(5-(1-(4-cyanophenyl)-3-cyclopropyl-1-((S)-1,1-Dimethylethylsulfonamido)propyl)-2-fluorophenyl)-4-hydroxypyrrolidine-1,2-dicarboxamide ClC1=CC=C(C=C1)NC(=O)N1[C@H](C[C@H](C1)O)C(=O)NC1=C(C=CC(=C1)C(CCC1CC1)(NS(=O)(=O)C(C)(C)C)C1=CC=C(C=C1)C#N)F